COC(=O)C=1SC=C(C1NC(C[N+]1(CCC(CC1)(C)C)CC(NC1(CC1)C1=NC=CC=C1)=O)=O)C 1-(2-((2-(methoxycarbonyl)-4-methylthiophen-3-yl)amino)-2-oxoethyl)-4,4-dimethyl-1-(2-oxo-2-((1-(pyridin-2-yl)cyclopropyl)amino)ethyl)piperidin-1-ium